4-((5-Chloro-7-(2-((4,6-dioxo-5-azaspiro[2.4]hept-5-yl)methyl)thieno[3,2-b]pyridin-7-yl)-1H-indol-1-yl)methyl)piperidine-4-carbonitrile ClC=1C=C2C=CN(C2=C(C1)C1=C2C(=NC=C1)C=C(S2)CN2C(C1(CC1)CC2=O)=O)CC2(CCNCC2)C#N